N-phenoxycarbonyl-N-ethylglycine O(C1=CC=CC=C1)C(=O)N(CC(=O)O)CC